[Pd+2].FC(C(=O)[O-])(F)F.FC(C(=O)[O-])(F)F.C1(CCCCC1)P(C1CCCCC1)C1CCCCC1.C1(CCCCC1)P(C1CCCCC1)C1CCCCC1 bis(tricyclohexylphosphine) bis(trifluoroacetate) palladium (II)